5-(3,3-dimethyl-2-oxo-1-(pyridin-3-yl)indolin-4-yl)-N-(5-fluoropyridin-2-yl)-2-(trifluoromethyl)nicotinamide nickel bis(2-ethylhexanoate) C(C)C(C(=O)[O-])CCCC.C(C)C(C(=O)[O-])CCCC.[Ni+2].CC1(C(N(C2=CC=CC(=C12)C=1C=NC(=C(C(=O)NC2=NC=C(C=C2)F)C1)C(F)(F)F)C=1C=NC=CC1)=O)C